FC(CN1[C@@H](C=2NC3=CC=CC=C3C2CC1(C)C)C1=C(C=C(C=C1F)NC1CN(C1)CCCF)F)F (R)-N-(4-(2-(2,2-difluoroethyl)-3,3-dimethyl-2,3,4,9-tetrahydro-1H-pyrido[3,4-b]indol-1-yl)-3,5-difluorophenyl)-1-(3-fluoropropyl)azetidin-3-amine